N-(docosanoylamino-ethyl-amino-succinimidyl)-N,N-dimethylamine C(CCCCCCCCCCCCCCCCCCCCC)(=O)NC1C(C(=O)N(C1=O)N(C)C)(N)CC